FC(C(C1COCC1)N)(F)F (2,2,2-trifluoro-1-tetrahydrofuran-3-yl-ethyl)amine